C(#N)CC1CC(C1)(C1=NN=CN1C)C=1C=C(C=CC1)C=1N=C2N(C=C(C=C2C(=O)N)CN2C[C@H]([C@H](CC2)F)C)C1C (3-((1s,3S)-3-(cyanomethyl)-1-(4-methyl-4H-1,2,4-triazol-3-yl)cyclobutyl)phenyl)-6-(((3R,4S)-4-fluoro-3-methylpiperidin-1-yl)methyl)-3-methylimidazo[1,2-a]pyridine-8-carboxamide